O1CCN(CC1)C=1C2=C(N=C(N1)C=1C=C(C=CC1)NC(C1=CC=NC=C1)=O)C=C(S2)C=2C=NNC2 N-(3-(4-morpholino-6-(1H-pyrazol-4-yl)thieno[3,2-d]pyrimidin-2-yl)phenyl)isonicotinamide